C(C1=CC=CC=C1)OC=1C(=NC=2C=3N([C@@H](CC2C1)C(C)(C)C)C=C(C(C3)=O)C(=O)OCC)C=C Ethyl (S)-3-(benzyloxy)-6-(tert-butyl)-10-oxo-2-vinyl-5,10-dihydro-6H-pyrido[1,2-h][1,7]naphthyridine-9-carboxylate